tert-Butyl 4-(benzyloxycarbonylamino)-4-(fluoromethyl)piperidine-1-carboxylate C(C1=CC=CC=C1)OC(=O)NC1(CCN(CC1)C(=O)OC(C)(C)C)CF